Chloromethyl trimethylacetate CC(C(=O)OCCl)(C)C